FC=1C=C(C=CC1F)N1C(OCC[C@H]1C1=NC2=C(N1[C@@H]1C[C@@H](C1)OC)C=CC(=C2)C=2C(=NOC2C)C)=O (S)-3-(3,4-difluorophenyl)-4-(5-(3,5-dimethylisoxazol-4-yl)-1-((cis)-3-methoxycyclobutyl)-1H-benzo[d]imidazol-2-yl)-1,3-oxazinan-2-one